N,N-bis(2-hydroxypropyl)ethanolamine OC(CN(CCO)CC(C)O)C